2-((1R,2S)-1-(2-cyanophenyl)-1-(1,3-dimethyl-1H-pyrazol-5-yl)propan-2-yl)-5-hydroxy-N-(isoxazol-4-yl)-1-methyl-6-oxo-1,6-dihydropyrimidine-4-carboxamide C(#N)C1=C(C=CC=C1)[C@@H]([C@H](C)C=1N(C(C(=C(N1)C(=O)NC=1C=NOC1)O)=O)C)C1=CC(=NN1C)C